4-(9,9'-spirobifluorene-4-yl)biphenyl C1=CC=C(C=2C3=CC=CC=C3C3(C12)C1=CC=CC=C1C=1C=CC=CC13)C1=CC=C(C=C1)C1=CC=CC=C1